C(C=C)(=O)OCC1=C(C=C(C=C1CC1=C(C(=CC(=C1)C)C(C)(C)C)O)C)C(C)(C)C 2-t-butyl-6-[(3-t-butyl-2-hydroxy-5-methylphenyl) methyl]-4-methylbenzyl acrylate